C1(CCCC1)N1CC(=CC2=C1N=C(N=C2)NC2=NC=C(C=C2)N2CCNCC2)CO 8-cyclopentyl-6-hydroxymethyl-2-(5-piperazin-1-yl-pyridin-2-ylamino)-8H-pyrido[2,3-d]Pyrimidine